FC(C(=O)O)(F)F.NC1=NN2C(N=CC=C2)=C1C(=O)NC(C)C=1C=C(C2=CN(N=C2C1OCC)CC1=CC=CC=C1)Cl 2-amino-N-(1-(2-benzyl-4-chloro-7-ethoxy-2H-indazol-6-yl)ethyl)-pyrazolo[1,5-a]pyrimidine-3-carboxamide trifluoroacetate